ClC1=C(C=C(C=C1)C1=CC(=CC=C1)COC=1C=C2CN(C(C2=CC1)=O)C1CC=CC1)C(=O)O 4-Chloro-3'-(((2-(cyclopent-3-en-1-yl)-1-oxoisoindolin-5-yl)oxy)methyl)-[1,1'-biphenyl]-3-carboxylic acid